BrC=1C=C(\C=N\C(C(=O)O)C(CC)C)C=C(C1OC(\C=C\C1=CC=C(C=C1)Br)=O)OC 2-((E)-((E)-3-bromo-4-((E)-3-(4-bromophenyl)acryloyloxy)-5-methoxybenzylidene)amino)-3-methylpentanoic acid